FC=1C(=NC(N(C1)[C@@H]1CS[C@@H](O1)COC(=O)OCCCCC)=O)NC(OCCCCC)=O pentyl (5-fluoro-2-oxo-1-((2R,5S)-2-((((pentyloxy)carbonyl)oxy)methyl)-1,3-oxathiolan-5-yl)-1,2-dihydropyrimidin-4-yl)carbamate